ClC(C(F)(Cl)Cl)(Cl)Cl 1,1,1,2,2-pentachloro-2-fluoroethane